CN(C)C=C1CC2(CCN(CC2)C(=O)OCC2=CC=CC=C2)C=CC1=O Benzyl 8-(dimethylaminomethylene)-9-oxo-3-azaspiro[5.5]undec-10-ene-3-carboxylate